8-(4-(Bis(4-fluorophenyl)methyl)-3-cyanopiperazin-1-yl)-5-methyl-6-oxo-5,6-dihydro-1,5-naphthyridine-2-carbonitrile FC1=CC=C(C=C1)C(N1C(CN(CC1)C1=CC(N(C=2C=CC(=NC12)C#N)C)=O)C#N)C1=CC=C(C=C1)F